1-((4,4-difluoro-1-methylcyclohexyl)methyl)-3-(1,1-difluoroethyl)-4-methyl-1H-pyrazole-5-carboxylic acid FC1(CCC(CC1)(C)CN1N=C(C(=C1C(=O)O)C)C(C)(F)F)F